8-ethynylnaphthalen C(#C)C=1C=CC=C2C=CC=CC12